ClC1=C(C=C(C=C1Cl)Cl)B(O)O 2,3,5-TRICHLOROPHENYLBORONIC ACID